5-trimethylsilyl-1-n-butylcyclopentadiene C[Si](C1C=CC=C1CCCC)(C)C